BrC=1C=C(C=C(C1)NS(=O)(=O)C)NC(=O)C=1C=NN(C1)C1=NC=CC=C1 N-(3-bromo-5-(methylsulfonamido)phenyl)-1-(pyridin-2-yl)-1H-pyrazole-4-carboxamide